2-[Methyl-(8-methylpyrido[1,2-a]benzimidazol-3-yl)amino]ethanol CN(CCO)C1=CC2=NC3=C(N2C=C1)C=C(C=C3)C